2-(2,3-dichloro-4-(3-methoxy-3-(5-(4-(trifluoromethyl)phenyl)-thien-2-yl)propyl)phenoxy)-2-methylpropanoic acid ClC1=C(OC(C(=O)O)(C)C)C=CC(=C1Cl)CCC(C=1SC(=CC1)C1=CC=C(C=C1)C(F)(F)F)OC